BrC1=C(C=C(C=C1)F)N1C[C@@H](CCC1)O (R)-1-(2-bromo-5-fluorophenyl)piperidin-3-ol